C=C(C(CN)=C)N 1,2-dimethylene-1,3-propanediamine